2-{2-[(2R)-2-(hydroxymethyl)pyrrolidin-1-yl]-2-oxoethyl}-2,3-dihydro-1H-isoindol-1-one OC[C@@H]1N(CCC1)C(CN1C(C2=CC=CC=C2C1)=O)=O